OC1(CC(C1)C(=O)N1CC2(C1)CCC(CC2)OC2=CC(=C(C=C2)C)C(F)(F)F)C ((1s,3s)-3-Hydroxy-3-methylcyclobutyl)(7-(4-methyl-3-(trifluoromethyl)phenoxy)-2-azaspiro[3.5]nonan-2-yl)methanon